dibromo(butyl)iodosilane Br[Si](I)(CCCC)Br